C(C)(C)(C)OC(CNC1=CC=C(C(=N1)OC=1C(=C(C=CC1)C[C@@H]1N(CC([C@@H]1NS(=O)(=O)CC)(F)F)C(=O)OC(C)(C)C)F)C)=O tert-Butyl (2S,3R)-2-{[3-({6-[(2-tert-butoxy-2-oxoethyl)amino]-3-methylpyridin-2-yl}oxy)-2-fluorophenyl]methyl}-3-[(ethanesulfonyl)amino]-4,4-difluoropyrrolidine-1-carboxylate